(1R,3S)-3-(1-(tert-butyl)-5-((2-(tert-butyl)-1,1-dioxido-2,3-dihydrobenzo[d]isothiazol-4-yl)amino)-1H-pyrazol-3-yl)cyclopentyl isopropylcarbamate C(C)(C)NC(O[C@H]1C[C@H](CC1)C1=NN(C(=C1)NC1=CC=CC2=C1CN(S2(=O)=O)C(C)(C)C)C(C)(C)C)=O